tert-butyl (S)-4-(7-bromo-2,6-dichloro-8-fluoroquinazolin-4-yl)-3-methylpiperazine-1-carboxylate BrC1=C(C=C2C(=NC(=NC2=C1F)Cl)N1[C@H](CN(CC1)C(=O)OC(C)(C)C)C)Cl